N1C(C1)C1=C(C=2C3=C(C(OC2C=C1CCCCC)(C)C)C=CC(=C3)C)O 2-(aziridin-2-yl)-6,6,9-trimethyl-3-pentyl-6H-benzo[c]chromen-1-ol